Octyl 3-ethyl-6-(2-((3-heptyldecanoyl)oxy)ethyl)-12-hexyl-10-oxo-9,11-dioxa-3,6-diazahexadecan-16-oate C(C)N(CC)CCN(CCOC(OC(CCCC(=O)OCCCCCCCC)CCCCCC)=O)CCOC(CC(CCCCCCC)CCCCCCC)=O